FC1=C(C=C(C=C1)C=1C(=C2N(N1)CCC2)C=2C=C1N=CC=NC1=CC2)OC(F)(F)F 6-(2-(4-Fluoro-3-trifluoromethoxyphenyl)-5,6-dihydro-4H-pyrrolo[1,2-b]pyrazol-3-yl)quinoxaline